C1(CCCCC1)C1C2C3C4C=CC(C3C(C1)C2)C4 8-cyclohexyl-tetracyclo[4.4.0.12,5.17,10]-3-dodecene